2-{1-methyl-7-oxo-1H,6H,7H-imidazo[4,5-d]pyridazin-6-yl}acetic acid hydrochloride salt Cl.CN1C=NC2=C1C(N(N=C2)CC(=O)O)=O